C1(CCCCC1)[C@H](C)N1C=NC=2C(=NC=3C=CC=CC3C21)N 1-[(1S)-1-cyclohexylethyl]imidazo[4,5-c]quinolin-4-amine